CN(C1=CC(=C(C=C1)OC)NC([C@@H](N)[C@@H](C)CC)=O)C1=CC(OC2=CC=CC=C12)=O 4-(N-methyl-N-(3-L-isoleucylamino-4-methoxyphenyl)-amino)coumarin